C(#N)N=C(NC=1C=CC=C2C=NN(C12)C)OC1=CC=CC=C1 phenyl N'-cyano-N-(1-methyl-1H-indazol-7-yl)carbamimidate